((1R,4R)-4-(2-(((R)-2-(3-fluorophenyl)-2-hydroxyethyl)amino)-2-methylpropyl)cyclohexyl)(methyl)carbamic acid tert-butyl ester C(C)(C)(C)OC(N(C)C1CCC(CC1)CC(C)(C)NC[C@H](O)C1=CC(=CC=C1)F)=O